C(C=C)NC1(NC(=NC(N1)(CS(=O)(=O)[O-])NCC=C)N1CCN(CC1)C(C1=CC=C(C=C1)F)C1=CC=C(C=C1)F)CS(=O)(=O)[O-] 2,4-diallylamino-6-(4-(bis(4-fluorophenyl) methyl) piperazinyl)-1,3,5-triazinedimethanesulfonate